5-(bromomethyl)-1-cyano-3-fluoro-benzene BrCC=1C=C(C=C(C1)C#N)F